C(C1=CC=CC=C1)N1C(N(C=C1)CCCC)CCCC 1-benzyl-2,3-dibutyl-imidazole